O=C([C@@H](O)[C@H](O)[C@H](O)[C@H](O)CO)O altronic acid